C(C)C1=C2C(=CC(=CC2=CC=C1F)O)C1=C(C=2N=C(N=C(C2C=N1)N1CCOCCC1)OC[C@]12CCCN2C[C@@H](C1)F)F 5-ethyl-6-fluoro-4-(8-fluoro-2-(((2R,7aS)-2-fluorohexahydro-1H-pyrrolizin-7a-yl)methoxy)-4-(1,4-oxazepan-4-yl)pyrido[4,3-d]pyrimidin-7-yl)naphthalen-2-ol